FC1=C(C=C(C(=C1)C)C1=CC2=C(N=C(N=C2)NC)N=C1C)NC(=O)N1C[C@@H](CC1)OC(F)(F)F (3R)-N-[2-fluoro-4-methyl-5-[7-methyl-2-(methylamino)pyrido[2,3-d]pyrimidin-6-yl]phenyl]-3-(trifluoromethoxy)pyrrolidine-1-carboxamide